acrylic acid 3-hydroxy-1-adamantyl ester OC12CC3(CC(CC(C1)C3)C2)OC(C=C)=O